ClC1=NCN(C2=CC(=C(C=C12)OC)OC)CC(F)F 4-chloro-1-(2,2-difluoroethyl)-6,7-dimethoxy-quinazoline